C(C)(C)(C)OC(=O)C1COC[C@H](N1)C=1C=C(C=C2CCN(CC12)C(=O)N1C[C@H](O[C@@H](C1)C)C)C=1C=C2C(=NC1)NC=C2Cl (R)-3-(6-(3-chloro-1H-pyrrolo[2,3-b]pyridin-5-yl)-2-((2R,6R)-2,6-dimethylmorpholine-4-carbonyl)-1,2,3,4-tetrahydroisoquinolin-8-yl)morpholine-5-carboxylic acid tert-butyl ester